CC1=C(C=C(C(=C1CC)OCCC)CC)O 2-Methyl-3,5-diethyl-4-propoxy-phenol